CN(CCCOC1=CC=C(C=N1)C1=CC=2C=3N(C=NC2C=C1)N(C(C3N3C[C@@H](N([C@@H](C3)C)CC)C)=O)C)C 9-(6-(3-(dimethylamino)propoxy)pyridin-3-yl)-1-((3S,5R)-4-ethyl-3,5-dimethylpiperazin-1-yl)-3-methylpyrazolo[1,5-c]quinazolin-2(3H)-one